4-(1,3,3,5,7-Pentamethyloctahydrobenzo[c]isoxazol-5-yl)benzonitril CN1OC(C2C1C(CC(C2)(C)C2=CC=C(C#N)C=C2)C)(C)C